O=C1NC(CCC1N1C(C2=CC=CC(=C2C1)N(CCCCC)CC1CCC(CC1)NC(OC(C)(C)C)=O)=O)=O tert-butyl ((1s,4s)-4-(((2-(2,6-dioxopiperidin-3-yl)-1-oxoisoindolin-4-yl)(pentyl)amino)methyl)cyclohexyl)carbamate